(6-(4-fluoro-1H-pyrazol-1-yl)pyridazin-3-yl)(3-(4-methyl-6-((5-methyl-1H-pyrazol-3-yl)amino)pyrimidin-2-yl)-3,8-diazabicyclo[3.2.1]octane-8-yl)methanone FC=1C=NN(C1)C1=CC=C(N=N1)C(=O)N1C2CN(CC1CC2)C2=NC(=CC(=N2)C)NC2=NNC(=C2)C